C(C)(=O)O.C(C)(=O)O.CC=1C(=C(C(=C(O)C1)C)C)O trimethylhydroquinone diacetate